C1(CC1)[C@@H](NC(=O)[C@@H]1N([C@@H]2C[C@@H]2C1)C(C1=CC(=NC=C1C(C)O)C)=O)C1=C(C=C(C(=C1)F)C(F)(F)F)F (1R,3R,5R)-N-((R)-cyclopropyl-(2,5-difluoro-4-(trifluoromethyl)phenyl)methyl)-2-(5-(1-hydroxyethyl)-2-methylisonicotinoyl)-2-azabicyclo[3.1.0]Hexane-3-carboxamide